tert-butyl 4-[5-cyano-1-[4-(trifluoromethoxy)phenyl]indazol-3-yl]piperazine-1-carboxylate C(#N)C=1C=C2C(=NN(C2=CC1)C1=CC=C(C=C1)OC(F)(F)F)N1CCN(CC1)C(=O)OC(C)(C)C